NC=1C=CC(=C2CN(C(C12)=O)CC(C#N)=C)C=1C=C2C(=NNC2=CC1)C=1C=NC(=CC1)OC 2-({7-amino-4-[3-(6-methoxypyridin-3-yl)-1H-indazol-5-yl]-1-oxo-2,3-dihydro-1H-isoindol-2-yl}methyl)prop-2-enenitrile